S(OC1=CC=C(C=C1)OCC1=CC=C(C=C1)C(NCCCCCCCCC=CCCCCCCCC)=O)(=O)(=O)F 4-((4-(octadec-9-en-1-ylcarbamoyl)benzyl)oxy)phenyl sulfurofluoridate